1-[3-(4-Chloro-2-methyl-2H-pyrazol-3-yl)-4-methoxy-phenyl]-3-(3-nitro-phenyl)-urea ClC1=C(N(N=C1)C)C=1C=C(C=CC1OC)NC(=O)NC1=CC(=CC=C1)[N+](=O)[O-]